COC1=CC=C(CNC=2C=3N(C4=CC=C(C=C4N2)C2=NN(C=C2)C2OCCCC2)C=C(C3)C(=O)O)C=C1 4-((4-Methoxybenzyl)amino)-7-(1-(tetrahydro-2H-pyran-2-yl)-1H-pyrazol-3-yl)pyrrolo[1,2-a]quinoxaline-2-carboxylic acid